tert-Butyl 4-(7-(8-ethynyl-4-fluoronaphthalen-1-yl)-8-fluoro-2-(((2R,7aS)-2-fluorotetrahydro-1H-pyrrolizin-7a(5H)-yl)methoxy)pyrido[4,3-d]pyrimidin-4-yl)piperazine-1-carboxylate C(#C)C=1C=CC=C2C(=CC=C(C12)C1=C(C=2N=C(N=C(C2C=N1)N1CCN(CC1)C(=O)OC(C)(C)C)OC[C@]12CCCN2C[C@@H](C1)F)F)F